(2-chloro-4-fluorophenyl)boric acid ClC1=C(C=CC(=C1)F)OB(O)O